N1=CC(=CC=C1)C(C)N 1-(3-pyridinyl)ethylamine